7-bromo-4-methoxy-2H-indazole BrC1=CC=C(C2=CNN=C12)OC